ClC=1C=CC(=C(C1)C(C)NCC#CC1=CC=C(C=C1)C1=CC=CC=C1)O 4'-(3-((1-(5-chloro-2-hydroxyphenyl)ethyl)amino)prop-1-yn-1-yl)-[1,1'-biphenyl]